C(C)(C)(C)C=1C=C(C=C(C1)C(C)(C)C)C1=NC=CC=C1 2-(3,5-di-tert-butylphenyl)pyridine